FC=1C=CC2=C(NC(=NS2(=O)=O)NCC2=C(C=CC=C2)S(=O)(=O)C)C1[C@@H](C)C1=C(C=CC=C1)F (S)-6-fluoro-5-(1-(2-fluorophenyl)ethyl)-3-((2-(methylsulfonyl)benzyl)amino)-4H-benzo[e][1,2,4]thiadiazine 1,1-dioxide